C1CC12CN(CC2)[C@H](C)C2=CC(=C1CN(C(C1=C2)=O)C2=CC(=CC=C2)C2(COC2)[C@H](C2=NN=CN2C)F)C(F)(F)F 6-[(1R)-1-{5-azaspiro[2.4]heptan-5-yl}ethyl]-2-(3-{3-[(R)-fluoro(4-methyl-1,2,4-triazol-3-yl)methyl]oxetan-3-yl}phenyl)-4-(trifluoromethyl)-3H-isoindol-1-one